9-(6-fluoropyridin-3-yl)-2,4-dimethyl-7,8-dihydro-[1,3]dioxolo[4,5-g]isoquinolin FC1=CC=C(C=N1)C=1C=2CCN=CC2C(=C2C1OC(O2)C)C